ClC=1C2=C(C3=C(CN(S(N3)(=O)=O)CCOC)C1)NC=C2Cl 6,7-dichloro-3-(2-methoxyethyl)-4,9-dihydro-1H-pyrrolo[3,2-h][2,1,3]benzothiadiazine 2,2-dioxide